FC(OC1=CC=C(C=C1)C1=NN2C(C=NCC2)=C1C1=CC=NC=C1)F 2-[4-(difluoromethoxy)phenyl]-3-(pyridin-4-yl)-6,7-dihydropyrazolo[1,5-a]pyrazin